C[Si](CCOCN1N=C(C=C1)N1N=CC=C1)(C)C 1'-{[2-(trimethylsilyl)ethoxy]methyl}-1,3'-bipyrazole